[Cl-].ClCC[N+](CC)(CC)CC 2-chloroethyltriethylammonium chloride